C1(=CC=C(C=C1)N1C(C=CC1=O)=O)N1C(C=CC1=O)=O 1,1'-(1,4-phenylene)bis(1H-pyrrole-2,5-dione)